2-[1-(2,3-dihydro-1,4-benzodioxine-5-carbonyl)piperidin-4-yl]-6-(3,5-dimethylpyrazol-1-yl)pyridazin-3-one O1CCOC2=C1C=CC=C2C(=O)N2CCC(CC2)N2N=C(C=CC2=O)N2N=C(C=C2C)C